[(4R)-1-[1-[(1R,2R)-2-[[(4R)-2,2-dimethylchroman-4-yl]carbamoyl]cyclopropyl]-3-methoxypropyl]-4-ethyl-4-methyl-6-oxo-hexahydropyrimidin-2-ylidene]ammonium CC1(OC2=CC=CC=C2[C@@H](C1)NC(=O)[C@H]1[C@@H](C1)C(CCOC)N1C(N[C@](CC1=O)(C)CC)=[NH2+])C